FC(C(=O)O)(F)F.COC1=CN=CC=2N=C(N=C(C21)N2CCC1(CCNC1)CC2)C=2C(=NNC2)C 5-methoxy-2-(3-methyl-1H-pyrazol-4-yl)-4-(2,8-diazaspiro[4.5]decan-8-yl)pyrido[3,4-d]pyrimidine trifluoroacetate salt